O1CCCOC12CCC(CC2)O 1,5-dioxaspiro[5.5]undecan-9-ol